FC1=CC=C(C=C1)N1N=CC(=N1)C(=O)NC[C@@]1(NC(NC1=O)=O)C1=CC=NN1C |r| rac-2-(4-fluorophenyl)-N-{[4-(1-methyl-1H-pyrazol-5-yl)-2,5-dioxoimidazolidin-4-yl]methyl}-2H-1,2,3-triazole-4-carboxamide